C(C=C)(=O)O.C(C=C)(=O)N acrylamide (acrylate)